3-(1-(3,4-difluorophenyl)pyrrolidin-3-yl)-2-fluorobenzoic acid FC=1C=C(C=CC1F)N1CC(CC1)C=1C(=C(C(=O)O)C=CC1)F